P-Chlorobenzyl bromide C1=CC(=CC=C1CBr)Cl